(2RS)-N-[(2R)-2-Cyclobutyl-2-phenyl-ethyl]-7-(6-cyclopropylimidazo[1,5-a]pyrimidin-2-yl)oxy-6-fluoro-N-(2-oxo-2-pyrrolidin-1-yl-ethyl)chromane-2-carboxamide C1(CCC1)[C@@H](CN(C(=O)[C@@H]1OC2=CC(=C(C=C2CC1)F)OC1=NC=2N(C=C1)C(=NC2)C2CC2)CC(N2CCCC2)=O)C2=CC=CC=C2 |&1:9|